3-(4-fluoro-3-methoxyphenyl)propiolic acid FC1=C(C=C(C=C1)C#CC(=O)O)OC